1-fluoro-2-hydroxy-5,6,8,9,10,11-hexahydro-7H-pyrido[3',4':4,5]pyrrolo[2,3-f]isoquinolin-7-one FC1=C(N=CC=2CCC3=C(C12)NC1=C3C(NCC1)=O)O